tert-butyl (3-(5-((3-(4-((9-chloro-7-(2-fluoro-6-methoxyphenyl)-5H-benzo[c]pyrimido[4,5-e]azepin-2-yl)amino)-2-methoxybenzamido)propyl)carbamoyl)furan-2-yl)prop-2-yn-1-yl)carbamate ClC=1C=CC2=C(C(=NCC3=C2N=C(N=C3)NC3=CC(=C(C(=O)NCCCNC(=O)C2=CC=C(O2)C#CCNC(OC(C)(C)C)=O)C=C3)OC)C3=C(C=CC=C3OC)F)C1